acenaphthenyl (S)-2-methylbutyrate C[C@H](C(=O)OC1CC2=CC=CC3=CC=CC1=C23)CC